ClC1NC(=CC(=N1)C)Cl 2,6-Dichloro-4-methyl-1H-pyrimidine